4-(4-Hydroxy-2-methylphenyl)piperazine-1-carboxylic acid tert-butyl ester C(C)(C)(C)OC(=O)N1CCN(CC1)C1=C(C=C(C=C1)O)C